(4R)-N-(3-bromo-2-methyl-phenyl)-4-(2-hydroxyethylamino)-4,5,6,7-tetrahydropyrazolo[1,5-a]pyridine-2-carboxamide BrC=1C(=C(C=CC1)NC(=O)C1=NN2C([C@@H](CCC2)NCCO)=C1)C